Br[Co]Br dibromocobalt